The molecule is a long-chain primary fatty alcohol that is the all-trans-isomer of hexaprenol. It is a long-chain primary fatty alcohol and a member of hexaprenols. CC(=CCC/C(=C/CC/C(=C/CC/C(=C/CC/C(=C/CC/C(=C/CO)/C)/C)/C)/C)/C)C